C(C)C(=O)CCCCCCCCCCCCCCCCCCCC n-eicosyl ethyl ketone